ethyl (S)-2-(2-(7-bromo-5-methyl-5H-pyrrolo[2,3-b]pyrazin-2-yl)-7-(4-chlorophenyl)-5-methylbenzo[d]thiazol-6-yl)-2-(tert-butoxy)acetate BrC1=CN(C2=NC=C(N=C21)C=2SC1=C(N2)C=C(C(=C1C1=CC=C(C=C1)Cl)[C@@H](C(=O)OCC)OC(C)(C)C)C)C